4-(oxiran-2-yl)tetrahydro-2H-pyran O1C(C1)C1CCOCC1